O1CCN(CCC1)CC1(CC1)COC=1N=C(C2=C(N1)CN(C2)C(=O)C2=CC(=CC1=CC=CC(=C21)C#C)O)N2[C@@H](CCCCC2)C (R)-(2-((1-((1,4-oxazepan-4-yl)methyl)cyclopropyl)methoxy)-4-(2-methylazepan-1-yl)-5,7-dihydro-6H-pyrrolo[3,4-d]pyrimidin-6-yl)(8-ethynyl-3-hydroxynaphthalen-1-yl)methanone